((4R,5R)-5-(2-methylphenyl)-2,2-dimethyl-1,3-dioxolan-4-yl)methanol CC1=C(C=CC=C1)[C@@H]1[C@H](OC(O1)(C)C)CO